3-{[2-(4-chlorophenyl)imidazo[1,2-a]pyrimidin-3-yl]methyl}-N-(2-fluorophenyl)-3,8-diazabicyclo[3.2.1]octane-8-carboxamide ClC1=CC=C(C=C1)C=1N=C2N(C=CC=N2)C1CN1CC2CCC(C1)N2C(=O)NC2=C(C=CC=C2)F